N-(2,4-difluorophenyl)-5-(3-fluoro-2-pyridyl)-1H-pyrrole-3-sulfonamide FC1=C(C=CC(=C1)F)NS(=O)(=O)C1=CNC(=C1)C1=NC=CC=C1F